4-(1-(3-chloro-4-(1-ethyl-4-(trifluoromethyl)-1H-imidazol-2-yl)phenyl)ethyl)-2-(4-cyclopropyl-6-methoxypyrimidin-5-yl)-6,7-dihydro-[1,2,4]triazolo[1,5-a]pyrimidin-5(4H)-one ClC=1C=C(C=CC1C=1N(C=C(N1)C(F)(F)F)CC)C(C)N1C=2N(CCC1=O)N=C(N2)C=2C(=NC=NC2OC)C2CC2